C1(CCCC1)NC1=CC(=CC=C1)B1OC(C(O1)(C)C)(C)C N-cyclopentyl-3-(4,4,5,5-tetramethyl-1,3,2-dioxaborolan-2-yl)aniline